C(CC(C(=O)[O-])SCCC=O)C(C(=O)[O-])SCCC=O ethane-1,2-diylbis(2-((3-oxopropyl) thio) acetate)